(R)-5-(8-(3-methyl-2-oxo-1,2,3,4-tetrahydroquinoxalin-5-yl)isoquinolin-3-yl)picolinic acid C[C@@H]1C(NC2=CC=CC(=C2N1)C=1C=CC=C2C=C(N=CC12)C=1C=CC(=NC1)C(=O)O)=O